O[C@@H](C(=O)SCCNC(CCNC([C@@H](C(COP(OP(OC[C@@H]1[C@H]([C@H]([C@@H](O1)N1C=NC=2C(N)=NC=NC12)O)OP(=O)(O)O)(=O)O)(=O)O)(C)C)O)=O)=O)CC(C)C R-2-hydroxyisocaproyl-CoA